(4-(2-(2-aminopyridin-3-yl)-5-(5-methoxypyridin-2-yl)-3H-imidazo[4,5-b]pyridin-3-yl)phenyl)methanol NC1=NC=CC=C1C1=NC=2C(=NC(=CC2)C2=NC=C(C=C2)OC)N1C1=CC=C(C=C1)CO